6,8-difluoro-1-(2-fluoroethyl)-1,4-dihydro-7-(4-methyl-1-piperazinyl)-4-oxo-3-quinolinecarboxylic acid FC=1C=C2C(C(=CN(C2=C(C1N1CCN(CC1)C)F)CCF)C(=O)O)=O